6-(but-3-en-1-yl)-2'-chloro-3'-fluoro-4-hydroxy-5'-vinyl-2H-[1,4'-bipyridyl]-2-one C(CC=C)C1=CC(=CC(N1C1=C(C(=NC=C1C=C)Cl)F)=O)O